2-(3-bromo-2-nitrophenyl)-2-azabicyclo[2.2.2]octan-3-one BrC=1C(=C(C=CC1)N1C2CCC(C1=O)CC2)[N+](=O)[O-]